FC1=C(/C=C/C=2N=NC=CC2)C=C(C(=C1OC)C(C)C)OC (E)-3-(2-Fluoro-4-isopropyl-3,5-dimethoxystyryl)pyridazine